N-butyl-N1-(3-(1-isopropylpiperidin-4-yl)pyrrolo[3,2-b]pyridin-5-yl)thiourea acrylate C(C=C)(=O)O.C(CCC)N(C(=S)N)C1=CC=C2C(=N1)C(=CN2)C2CCN(CC2)C(C)C